ClC=1C(=CC(=NC1)NC1CCC(CC1)NCCOCCNS(=O)(=O)C1=CC=C(C=C1)C(F)(F)F)C1=NC(=CC=C1)NCC1(CCOCC1)C#N N-(2-(2-(((1r,4r)-4-((5'-chloro-6-(((4-cyanotetrahydro-2H-pyran-4-yl)methyl)amino)-[2,4'-bipyridin]-2'-yl)amino)cyclohexyl)amino)ethoxy)ethyl)-4-(trifluoromethyl)benzenesulfonamide